OC1=C(C2=C(C(=N1)C=1C=C3CCN(CC3=CC1)C(=O)OC(C)(C)C)CCC2)C2=C(C=CC=C2)OCCOC tert-butyl 6-[3-hydroxy-4-[2-(2-methoxyethoxy)phenyl]-6,7-dihydro-5H-cyclopenta[c]pyridin-1-yl]-3,4-dihydro-1H-isoquinoline-2-carboxylate